5-methoxy-1-(3-methylpyrazin-2-yl)-4-(prop-2-yn-1-ylamino)-7-(trifluoromethyl)quinazolin-2(1H)-one COC1=C2C(=NC(N(C2=CC(=C1)C(F)(F)F)C1=NC=CN=C1C)=O)NCC#C